CNC(=O)C=1C=CC2=C(N(C[C@H]3N2CCNC3)C)N1 (S)-N,6-Dimethyl-2,3,4,4a,5,6-hexahydro-1H-pyrazino[1,2-a]pyrido[2,3-e]pyrazine-8-carboxamide